BrC=1C=2N(C(=NC1C)N1CCC3(CC1)OC1=C([C@H]3N[S@](=O)C(C)(C)C)C=CC=C1)C=CN2 (R)-N-((R)-1'-(8-bromo-7-methylimidazo[1,2-c]pyrimidin-5-yl)-3H-spiro[benzofuran-2,4'-piperidin]-3-yl)-2-methylpropan-2-sulfinamide